bis(4-hydroxyphenyl)-3-methoxy-4-hydroxyphenyl-methane OC1=CC=C(C=C1)C(C1=CC(=C(C=C1)O)OC)C1=CC=C(C=C1)O